1-methyl-2-[[4-(4,4,5,5-tetramethyl-1,3,2-dioxaborolan-2-yl)phenoxy]methyl]pyrrolidine Heptadecan-9-yl-8-((3-(1H-imidazol-1-yl)propyl)(8-oxo-8-(undecan-3-yloxy)octyl)amino)octanoate CCCCCCCCC(CCCCCCCC)OC(CCCCCCCN(CCCCCCCC(OC(CC)CCCCCCCC)=O)CCCN1C=NC=C1)=O.CN1C(CCC1)COC1=CC=C(C=C1)B1OC(C(O1)(C)C)(C)C